1,8-diazabicyclo(5.4.0)undec-7-ene N12CCCCCC2=NCCC1